OC1=C(C=C(C=C1)C(CC(=O)O)(C)C1=CC(=C(C=C1)O)C(C)(C)C)C(C)(C)C 3,3-bis(4'-hydroxy-3'-tert-butyl-phenyl)butanoic acid